COC1=CC=C(CNC(CN2C(=NC(=C2)[N+](=O)[O-])C(=O)OCC)=O)C=C1 ethyl 1-(2-(4-methoxybenzylamino)-2-oxoethyl)-4-nitro-1H-imidazole-2-carboxylate